FC(CCN1CC(C1)=CC1=CC=C(C=C1)C1=C(CCCC2=C1C=CC=C2)C2=C(C(=CC=C2)C(F)(F)F)F)F 9-(4-((1-(3,3-Difluoropropyl)azetidin-3-yliden)methyl)phenyl)-8-(2-fluoro-3-(trifluoromethyl)phenyl)-6,7-dihydro-5H-benzo[7]annulen